6-bromo-4,4-diethylisoquinoline-1,3(2H,4H)-dione BrC=1C=C2C(C(NC(C2=CC1)=O)=O)(CC)CC